Br.N1(CCN(CCN(CCNCC1)CC(=O)OC(C)(C)C)CC(=O)OC(C)(C)C)CC(=O)OC(C)(C)C tri-tert-butyl 1,4,7,10-tetraazacyclododecane-1,4,7-triacetate hydrobromide salt